8-bromo-2-(ethylsulfonyl)-3,6-dimethylquinazolin-4(3H)-one BrC=1C=C(C=C2C(N(C(=NC12)S(=O)(=O)CC)C)=O)C